Ethyl 1-(1,1-difluoropropan-2-yl)-1H-1,2,3-triazole-4-carboxylate FC(C(C)N1N=NC(=C1)C(=O)OCC)F